(2R)-2-[4-[(4-chloro-3-cyano-1H-indol-7-yl)sulfamoyl]pyrazol-1-yl]propanamide ClC1=C2C(=CNC2=C(C=C1)NS(=O)(=O)C=1C=NN(C1)[C@@H](C(=O)N)C)C#N